2-Chloro-N4-(3-[(1-methylethyl)sulfonamido]phenyl)-5,7-dihydrofuro[3,4-d]pyrimidine-4-amine ClC=1N=C(C2=C(N1)COC2)NC2=CC(=CC=C2)NS(=O)(=O)C(C)C